CC1CCNCC1 (3R,4S)-4-methylpiperidin